O-[(2R,3R,4S,5R)-2-(6-amino-2-chloro-purin-9-yl)-4-benzyloxy-5-(benzyloxymethyl)-5-(2-triethylsilylethynyl)tetrahydrofuran-3-yl] imidazole-1-carbothioate N1(C=NC=C1)C(O[C@H]1[C@@H](O[C@]([C@H]1OCC1=CC=CC=C1)(C#C[Si](CC)(CC)CC)COCC1=CC=CC=C1)N1C2=NC(=NC(=C2N=C1)N)Cl)=S